di-ammonium phosphite P([O-])([O-])O.[NH4+].[NH4+]